(R)-5-(Quinoxalin-6-yl)-N-(1,1,1-trifluoropropan-2-yl)-7H-pyrrolo[2,3-d]pyrimidin-2-amine N1=CC=NC2=CC(=CC=C12)C1=CNC=2N=C(N=CC21)N[C@@H](C(F)(F)F)C